C(CCCCCCC)OC(C=C)=O n-octyl-acrylate